1-{4-[7-[(S)-1-(4-Ethoxy-phenyl)-ethylamino]-1-(1-ethyl-propyl)-1H-pyrazolo[4,3-d]pyrimidin-5-yl]-piperazin-1-yl}-ethanon C(C)OC1=CC=C(C=C1)[C@H](C)NC=1C2=C(N=C(N1)N1CCN(CC1)C(C)=O)C=NN2C(CC)CC